tert-butyl ((1s,3s)-3-(4-(2-(4-((2-(5-methyl-1,2,4-oxadiazol-3-yl)pyrimidin-5-yl)oxy)phenyl)propan-2-yl)phenoxy)cyclobutyl)carbamate CC1=NC(=NO1)C1=NC=C(C=N1)OC1=CC=C(C=C1)C(C)(C)C1=CC=C(OC2CC(C2)NC(OC(C)(C)C)=O)C=C1